Benzo[4,5][1,3,2]Diazaborole N1B=NC2=C1C=CC=C2